N-(tert-butyl)undecane-1,11-diamine C(C)(C)(C)NCCCCCCCCCCCN